N[C@@H](CC(=O)[O-])C=1C=C(C=C(C1F)C)C1=C(C=C(C=C1C)CN(C)C)C (S)-3-amino-3-(4'-((dimethylamino)methyl)-4-fluoro-2',5,6'-trimethyl-[1,1'-biphenyl]-3-yl)propanoate